2-(5-(4-methoxybenzyl)pyridin-2-yl)-4-(quinolin-4-ylmethyl)morpholine COC1=CC=C(CC=2C=CC(=NC2)C2CN(CCO2)CC2=CC=NC3=CC=CC=C23)C=C1